4-nitrophenyl N-(4-chlorophenyl)-N-methylcarbamate ClC1=CC=C(C=C1)N(C(OC1=CC=C(C=C1)[N+](=O)[O-])=O)C